(±)-4-[3-(6-Methoxy-2-methyl-3-pyridyl)-1,4-oxazepan-4-yl]-6-methyl-pyrimidin-2-amine COC1=CC=C(C(=N1)C)[C@@H]1COCCCN1C1=NC(=NC(=C1)C)N |r|